BrC=1C=CC=2N(C1)C(=CN2)C2=NC(=NC=C2C)Cl 6-bromo-3-(2-chloro-5-methylpyrimidin-4-yl)imidazo[1,2-a]Pyridine